(S)-2-fluoro-3-((1R,3R)-1-(4-((1-(3-fluoropropyl)azetidin-3-yl)amino)phenyl)-3-methyl-1,3,4,9-tetrahydro-2H-pyrido[3,4-b]indol-2-yl)-2-methylpropan-1-ol F[C@](CO)(CN1[C@@H](C=2NC3=CC=CC=C3C2C[C@H]1C)C1=CC=C(C=C1)NC1CN(C1)CCCF)C